C1(CCCCCCCCC(=O)OC(CCC)O1)=O 4-butylidene sebacate